CC1=CC=CC(=N1)C1=NN(C=C1C1=CC=NC2=CC=CC=C12)CC(=O)NC=1C=C(C(=O)OCCN2CCN(CC2)C(=O)OC(C)(C)C)C=C(C1)F tert-butyl 4-(2-(3-(2-(3-(6-methylpyridin-2-yl)-4-(quinolin-4-yl)-1H-pyrazol-1-yl)acetamido)-5-fluorobenzoyloxy)ethyl)piperazine-1-carboxylate